C1(CC1)C1=CC=CC=2N(CCOCC21)C2=NC(N(C1=CC(=C(C=C21)C#N)OCCO)C)=O 4-(6-cyclopropyl-2,3-dihydrobenzo[e][1,4]oxazepine-1(5H)-yl)-7-(2-hydroxyethoxy)-1-methyl-2-oxo-1,2-dihydroquinazoline-6-carbonitrile